3-(4-amino-2,5-difluorophenyl)-5-(3,4-dimethoxyphenyl)pyridin-2-amine NC1=CC(=C(C=C1F)C=1C(=NC=C(C1)C1=CC(=C(C=C1)OC)OC)N)F